(E)-4-(3-(6-methoxynaphthalen-2-yl)but-2-en-1-yl)-N-(4-(trifluoromethyl)phenyl)piperazine-1-carboxamide COC=1C=C2C=CC(=CC2=CC1)/C(=C/CN1CCN(CC1)C(=O)NC1=CC=C(C=C1)C(F)(F)F)/C